3-bromo-6-chloro-1H-pyrazolo[4,3-c]Pyridine BrC1=NNC2=C1C=NC(=C2)Cl